trifluoroacetic acid tert-butyl-{1-(2-chloro-4-methylphenyl)-3-[(1,3-dioxo-1,3-dihydro-2H-isoindol-2-yl)oxy]propan-2-yl}carbamate C(C)(C)(C)N(C(O)=O)C(CC1=C(C=C(C=C1)C)Cl)CON1C(C2=CC=CC=C2C1=O)=O.FC(C(=O)O)(F)F